CC1=CC=C(C=C1)N=C1C=CC(C=C1)=NC1=CC=C(C=C1)C N,N'-bis(4-methylphenyl)-1,4-benzoquinone diimine